C(C)C=1N(C2=C(C(=C(C=C2C(C1C(=O)O)=O)F)C=1C=NC(=C(C1)C#N)N)C)C1CC1 ethyl-7-(6-amino-5-cyanopyridin-3-yl)-1-cyclopropyl-6-fluoro-8-methyl-4-oxo-1,4-dihydroquinoline-3-carboxylic acid